Fmoc-L-glutamic acid γ-tert-butyl ester hydrate CC(C)(C)OC(=O)CC[C@@H](C(=O)O)NC(=O)OCC1C2=CC=CC=C2C3=CC=CC=C13.O